N1(C=NC=C1)C1=NC(=CC(=N1)C(=O)OCC)C ethyl 2-(1H-imidazol-1-yl)-6-methylpyrimidine-4-carboxylate